NC(C(=O)O)CCCCC(=O)O 2-amino-pimelic acid